CC1=C(C=CC=C1C)N1CCN(CC1)C(CN1N=C(C2=C1CCC2)C(=O)N2C[C@@H]([C@H](CC2)F)O)=O |r| 1-[4-(2,3-Dimethylphenyl)piperazin-1-yl]-2-[3-[rac-(3S,4S)-4-fluoro-3-hydroxypiperidin-1-carbonyl]-5,6-dihydro-4H-cyclopenta[c]pyrazol-1-yl]ethanon